β-D-galactopyranosyl-(1-4)-β-D-glucopyranose [C@@H]1([C@H](O)[C@@H](O)[C@@H](O)[C@H](O1)CO)O[C@H]1[C@@H]([C@H]([C@H](O)O[C@@H]1CO)O)O